(4-(3-(4-(2-(4-(3-(4-(2-(2,6-dioxopiperidin-3-yl)-1,3-dioxoisoindolin-5-yl)piperidin-1-yl)propyl)piperazin-1-yl)ethoxy)benzoyl)-6-hydroxybenzo[b]thiophen-2-yl)phenyl)boronic acid O=C1NC(CCC1N1C(C2=CC=C(C=C2C1=O)C1CCN(CC1)CCCN1CCN(CC1)CCOC1=CC=C(C(=O)C=2C3=C(SC2C2=CC=C(C=C2)B(O)O)C=C(C=C3)O)C=C1)=O)=O